COC(C1=CC(C(=O)OC)=C(C=C1)[N+](=O)[O-])=O para-nitroisophthalic acid dimethyl ester